FC(C(=O)O)(F)F.FC1=C(C=CC(=C1)F)S(=O)(=O)NC=1C(=NC=C(C1)C=1C=CC=2N=CN=C(C2N1)N1CCNCC1)OC 2,4-difluoro-N-(2-methoxy-5-(4-(piperazin-1-yl)pyrido[3,2-d]pyrimidin-6-yl)pyridin-3-yl)benzenesulfonamide trifluoroacetate salt